FC=1C(=NC(=NC1)N[C@@H]1CC[C@H](CC1)C(=O)N)C1=CC(=CC=C1)N1C(OCCC1)=O trans-4-((5-fluoro-4-(3-(2-oxo-1,3-oxazinan-3-yl)phenyl)pyrimidin-2-yl)amino)cyclohexane-1-carboxamide